ClC=1C=C2C(=CC1Cl)N(C([C@]21CNCC1)=O)C(=O)C1CNCC1O (3S)-5,6-dichloro-1-(4-hydroxypyrrolidine-3-carbonyl)-1H-spiro[indole-3,3-pyrrolidin]-2-one